nonacosan-1-yl hentriacontanoate C(CCCCCCCCCCCCCCCCCCCCCCCCCCCCCC)(=O)OCCCCCCCCCCCCCCCCCCCCCCCCCCCCC